CC1=CC=C(C=C1)C1CCN(CC1)C(=O)N[C@@H]1[C@H](CCCC1)N1CCN(CC1)C(C)C |r| Rac-4-(4-methylphenyl)-N-{(1S,2S)-2-[4-(propan-2-yl)piperazin-1-yl]cyclohexyl}piperidine-1-carboxamide